N,N'-dibutyl-2,2'-dithiodibenzoamide C(CCC)NC(C1=C(C=CC=C1)SSC1=C(C(=O)NCCCC)C=CC=C1)=O